FC(C(=O)O)(F)F.C1N(CC12CNC2)CC2=C(CNC1=CC(=C(C=C1Cl)S(=O)(=O)NC=1N=CSC1)F)C(=CC=C2)Cl 4-((2-((2,6-diazaspiro[3.3]hept-2-yl)methyl)-6-chlorobenzyl)amino)-5-chloro-2-fluoro-N-(thiazol-4-yl)benzenesulfonamide 2,2,2-trifluoroacetate